(S)-1-cyclobutyl-N-(4-fluoro-3-(1-((1-methyl-1H-pyrazolo[3,4-b]pyrazin-6-yl)amino)ethyl)phenyl)-1H-pyrazole-4-carboxamide C1(CCC1)N1N=CC(=C1)C(=O)NC1=CC(=C(C=C1)F)[C@H](C)NC1=CN=C2C(=N1)N(N=C2)C